ClC=1C=C(NC2(CCC3(C(CC4=CC=CC=C34)CCCOC3CCOCC3)CC2)C(=O)O)C=CC1 (1r,4r)-4-(3-chloroanilino)-2'-{3-[(oxan-4-yl)oxy]propyl}-2',3'-dihydrospiro[cyclohexane-1,1'-indene]-4-carboxylic acid